(4,4,5,5-tetramethyl-1,3,2-dioxaborolan-2-yl)piperidine-1-carboxylate CC1(OB(OC1(C)C)C1N(CCCC1)C(=O)[O-])C